(R)-(5-(1,5-dimethyl-1H-pyrazol-4-yl)-1,3,4-oxadiazol-2-yl)(4-(4-(trifluoromethoxy)pyrazolo[1,5-a]pyridin-2-yl)-6,7-dihydro-1H-imidazo[4,5-c]pyridin-5(4H)-yl)methanone CN1N=CC(=C1C)C1=NN=C(O1)C(=O)N1[C@H](C2=C(CC1)NC=N2)C2=NN1C(C(=CC=C1)OC(F)(F)F)=C2